N-((1s,3s)-3-(6-(((1-(piperidin-4-ylmethyl)piperidin-4-yl)methyl)amino)-9H-purin-9-yl)cyclobutyl)acetamide hydrochloride Cl.N1CCC(CC1)CN1CCC(CC1)CNC1=C2N=CN(C2=NC=N1)C1CC(C1)NC(C)=O